3,4'-dicarboxydiphenyl ether C1=CC(=CC(=C1)OC2=CC=C(C=C2)C(=O)O)C(=O)O